1,4-OXAZEPAN-2-CARBOXAMIDE O1C(CNCCC1)C(=O)N